C(C=C)C1=C(C=CC(=C1)F)NC1=C(C(=O)NC=2C(=NC(=CC2)OC)CCC=C)C=C(C=N1)Cl ((2-allyl-4-fluorophenyl)amino)-N-(2-(but-3-en-1-yl)-6-methoxypyridin-3-yl)-5-chloronicotinamide